C1(CC1)C1=NN(C(=C1)C(F)(F)F)CC(=O)N1[C@H]([C@H](CC1)N1CCNCC1)C1=C(C(=CC(=C1)F)C)Cl 2-[3-Cyclopropyl-5-(trifluoromethyl)pyrazol-1-yl]-1-[(2S,3S)-2-(2-chloro-5-fluoro-3-methyl-phenyl)-3-piperazin-1-yl-pyrrolidin-1-yl]ethanone